N-acryloyloxyethyl-1,2,3,6-tetrahydrophthalimide C(C=C)(=O)OCCN1C(C2C(C1=O)CC=CC2)=O